FC=1C=C(C=CC1)N(C(=O)OCC1CCC(CC1)COCC(=O)O)C=1C=C(C=CC1)C 2-(((1r,4r)-4-(((3-fluorophenyl)(m-tolyl)carbamoyl-oxy)methyl)cyclohexyl)methoxy)acetic acid